The molecule is an acyl-CoA oxoanion that is the pentaanion of adipoyl-CoA, arising from deprotonation of the phosphate, diphosphate and carboxylic acid OH groups. It is a conjugate base of an adipoyl-CoA. CC(C)(COP(=O)([O-])OP(=O)([O-])OC[C@@H]1[C@H]([C@H]([C@@H](O1)N2C=NC3=C(N=CN=C32)N)O)OP(=O)([O-])[O-])[C@H](C(=O)NCCC(=O)NCCSC(=O)CCCCC(=O)[O-])O